C1(=CC=CC=C1)[C@@H]1[C@@H](C=2C=CC(=CC2CC1)O)C1=CC=C(C=C1)C1CCNCC1 |o1:6,7| rel-(5R,6S)-6-phenyl-5-(4-(piperidin-4-yl)phenyl)-5,6,7,8-tetrahydronaphthalen-2-ol